(5-methyl-2-oxo-2H-1,3-dioxol-4-yl)methyl N-{[2-(2,6-dioxopiperidin-3-yl)-1-oxo-2,3-dihydro-1H-isoindol-5-yl]methyl}carbamate O=C1NC(CCC1N1C(C2=CC=C(C=C2C1)CNC(OCC=1OC(OC1C)=O)=O)=O)=O